CC1=CC=C(C=C1)NC(\C=C/C(=O)O)=O N-(p-methylphenyl)maleic amide